5-(3-bromophenyl)-5,11-dihydro-1,3-dimethyl-1H-indeno[2',1':5,6]Pyrido[2,3-d]Pyrimidine-2,4,6(3H)-trione BrC=1C=C(C=CC1)C1C2=C(NC=3N(C(N(C(C31)=O)C)=O)C)C3=CC=CC=C3C2=O